5-(4-(2-(1-(2,6-difluoro-4-(5-(2,2,2-trifluoroethyl)-5H-pyrido[4,3-b]indol-7-yl)phenyl)piperidin-4-yl)ethyl)piperazin-1-yl)-2-(2,6-dioxopiperidin-3-yl)isoindoline-1,3-dione FC1=C(C(=CC(=C1)C=1C=CC=2C3=C(N(C2C1)CC(F)(F)F)C=CN=C3)F)N3CCC(CC3)CCN3CCN(CC3)C=3C=C1C(N(C(C1=CC3)=O)C3C(NC(CC3)=O)=O)=O